Ferrocenylporphyrin [C-]1(C=CC=C1)C1=C2NC(=C1)C=C1C=CC(=N1)C=C1C=CC(N1)=CC=1C=CC(N1)=C2.[CH-]2C=CC=C2.[Fe+2]